N-(2-{[3-(5-chloro-2-methoxyphenyl)-1,2,4-oxadiazol-5-yl]formamido}ethyl)pyrazine ClC=1C=CC(=C(C1)C1=NOC(=N1)C(=O)NCCN1CC=NC=C1)OC